The molecule is the tromethamine salt of carboprost. It is used as an abortifacient agent that is effective in both the first and second trimesters of pregnancy. It has a role as an oxytocic and an abortifacient. It contains a carboprost(1-) and a member of Htris. CCCCC[C@@](C)(/C=C/[C@H]1[C@H](C[C@@H]([C@@H]1C/C=C\\CCCC(=O)[O-])O)O)O.C(C(CO)(CO)[NH3+])O